2-Methyl-5-((4-(pyridin-3-yl)thiazol-2-yl)amino)benzoic acid CC1=C(C(=O)O)C=C(C=C1)NC=1SC=C(N1)C=1C=NC=CC1